C1(CCCCC1)[C@H](C)OC1=C(C(=O)NC2=C(C=CC=C2F)F)C=C(C(=C1)N1N=C2N(CCCC2)C1=O)F 2-[(1S)-1-cyclohexylethoxy]-N-(2,6-difluorophenyl)-5-fluoro-4-(3-oxo-5,6,7,8-tetrahydro[1,2,4]triazolo[4,3-a]pyridin-2(3H)-yl)benzamide